3-[5-[7-[[1-(4-aminophenyl)-4-piperidyl]methyl]-2,7-diazaspiro[3.5]nonan-2-yl]-1-oxo-isoindolin-2-yl]piperidine-2,6-dione NC1=CC=C(C=C1)N1CCC(CC1)CN1CCC2(CN(C2)C=2C=C3CN(C(C3=CC2)=O)C2C(NC(CC2)=O)=O)CC1